C1(CC1)N1C(N2C(C=C1C(F)(F)F)=NC(=C2)C=2N=C1N(C=CC=C1)C2S(=O)(=O)CC)=O 6-cyclopropyl-2-[3-(ethylsulfonyl)imidazo[1,2-a]Pyridin-2-yl]-7-(trifluoromethyl)imidazo[1,2-c]Pyrimidin-5-one